7-hydroxy-5-methyl-4-(o-tolyl)chromen-2-one OC1=CC(=C2C(=CC(OC2=C1)=O)C1=C(C=CC=C1)C)C